COC(=O)C1(CCC2(C(=CC3=CC=CC=C23)CC(COCC2=CC=C(C=C2)OC)C2=NC=CC=C2)CC1)NC1=CC(=CC=C1)Cl (1r,4r)-4-(3-Chloroanilino)-2'-{3-[(4-methoxyphenyl)methoxy]-2-(pyridin-2-yl)propyl}spiro[cyclohexane-1,1'-indene]-4-carboxylic acid methyl ester